C1(=CC=C(C=C1)C[N+]1=NOC(=C1)[N-]C(NC1=CC(=CC=C1)C(F)(F)F)=O)C1=CC=CC=C1 (3-([1,1'-Biphenyl]-4-ylmethyl)-1,2,3-oxadiazol-3-ium-5-yl)((3-(trifluoromethyl)phenyl)carbamoyl)amide